3,5-dimethoxychlorobenzyl chloride COC=1C=C(C(Cl)Cl)C=C(C1)OC